Ethylphosphorus bromide C(C)P(Br)Br